N=1N=C(N2C1CCCCC2)CC2OC1=C(O2)C=CC(=C1)N ((6,7,8,9-tetrahydro-5H-[1,2,4]triazolo[4,3-a]azepin-3-yl)methyl)benzo[d][1,3]dioxol-5-amine